6-amino-2-(propylsulfonylamino)-9-(p-tolylmethyl)-7H-purin-8-one NC1=C2NC(N(C2=NC(=N1)NS(=O)(=O)CCC)CC1=CC=C(C=C1)C)=O